C(C)(=O)C1=CN(C2=CC=C(C=C12)C=1C=NC(=NC1)F)CC(=O)N1[C@@H](C[C@H](C1)F)C(=O)NC1=NC(=CC=C1)Br (2S,4R)-1-(2-(3-acetyl-5-(2-fluoropyrimidin-5-yl)-1H-indol-1-yl)acetyl)-N-(6-bromopyridin-2-yl)-4-fluoropyrrolidine-2-carboxamide